ethyl 1,5-dimethyl-4-[1-(2-trimethylsilylethoxymethyl)indazol-5-yl]sulfonyl-pyrrole-2-carboxylate CN1C(=CC(=C1C)S(=O)(=O)C=1C=C2C=NN(C2=CC1)COCC[Si](C)(C)C)C(=O)OCC